3,5-dihydroxy-4-((1S,6R)-3-methyl-6-(prop-1-en-2-yl)cyclohex-2-enyl)phenyl trifluoromethanesulfonate FC(S(=O)(=O)OC1=CC(=C(C(=C1)O)[C@H]1C=C(CC[C@H]1C(=C)C)C)O)(F)F